C(C)(C)(C)OC(NCCCOC1=CC=C(C=C1)N1C(OC2=C(C1=S)C=C(C(=C2)O)C(C)C)=O)=O tert-butyl(3-(4-(7-hydroxy-6-isopropyl-2-oxo-4-thioxo-2H-benzo[e][1,3]oxazin-3(4H)-yl)phenoxy)propyl)carbamate